BrC1=C2CCN(C2=CC=C1)C=1C2=C(N=C(N1)C(F)F)C=C(C=N2)C=O 4-(4-bromoindolin-1-yl)-2-(difluoromethyl)pyrido[3,2-d]pyrimidine-7-carbaldehyde